6-fluoro-7-(2-fluoro-6-hydroxyphenyl)-4-((2S)-2-methyl-4-(2-propenoyl)-1-piperazinyl)-1-(4-methyl-2-propyl-3-pyridinyl)pyrido[2,3-d]pyrimidin-2(1H)-one FC1=CC2=C(N(C(N=C2N2[C@H](CN(CC2)C(C=C)=O)C)=O)C=2C(=NC=CC2C)CCC)N=C1C1=C(C=CC=C1O)F